N=1N2C(=CC(C1)=O)C(N1C(C2)CCC1)=O 8,9,9a,10-tetrahydro-7H-pyrrolo[1',2':4,5]pyrazino[1,2-b]pyridazine-3,5-dione